methyl-N4-(2-oxo-2,3-dihydro-1,3-benzooxazol-5-yl)-N2-(2H-pyrido[3,2-b][1,4]oxazin-3(4H)-on-6-yl)-2,4-pyrimidinediamine CC=1C(=NC(=NC1)NC=1C=CC=2OCC(NC2N1)=O)NC=1C=CC2=C(NC(O2)=O)C1